ON(N)C1=CC=C(C=C1)O hydroxy-4-hydroxy-phenylhydrazine